CN1CCN(CC1)CCC(=O)N (2-(4-methylpiperazin-1-yl)ethyl)carboxamide